CC1(OB(OC1(C)C)C=1CC2(COC2)CC1)C 4,4,5,5-tetramethyl-2-(2-oxaspiro[3.4]oct-6-en-6-yl)-1,3,2-dioxaborolane